8-bromo-1-(4-fluorophenyl)-2-methyl-1H-imidazo[4,5-c]quinoline BrC1=CC=2C3=C(C=NC2C=C1)N=C(N3C3=CC=C(C=C3)F)C